Hexadecan-3-yl (4-nitrophenyl) carbonate C(OC(CC)CCCCCCCCCCCCC)(OC1=CC=C(C=C1)[N+](=O)[O-])=O